3,4-diacetylenylaniline C(#C)C=1C=C(N)C=CC1C#C